6-chloro-1H-benzo-1,2,3-triazole ClC=1C=CC2=C(NN=N2)C1